1-[(2,4-difluorophenyl)methyl]-3-{[4-(2H3)methoxyphenyl]methyl}-1-(1-methylpiperidin-4-yl)urea FC1=C(C=CC(=C1)F)CN(C(=O)NCC1=CC=C(C=C1)OC([2H])([2H])[2H])C1CCN(CC1)C